undecylate (Heptyl undecylenate) C(CCCCCC)C(C(=O)O)CCCCCCCC=C.C(CCCCCCCCCC)(=O)O